C(C)(C)(C)OC(=O)NCCOCCOCCOCCOCCOCCOCCOCCOCCOC1=CC=C(C(=O)O)C=C1 4-[2-[2-[2-[2-[2-[2-[2-[2-[2-(tert-butoxycarbonylamino)ethoxy]ethoxy]ethoxy]ethoxy]ethoxy]ethoxy]ethoxy]ethoxy]ethoxy]benzoic acid